ClC1=CC2=C(N(C(N=C2N2[C@H](CN([C@@H](C2)C)C(C=C)=O)C)=O)C=2C(=NC=NC2C(C)C)C(C)C)N=C1C1=C(C=CC=C1)C(C)C 6-Chloro-1-(4,6-diisopropylpyrimidin-5-yl)-4-[(2S,5R)-2,5-dimethyl-4-prop-2-enoyl-piperazin-1-yl]-7-(2-isopropylphenyl)pyrido[2,3-d]pyrimidin-2-one